2-[(2E)-2-(aminomethyl)-3-fluoroprop-2-en-1-yl]-4-({5-[3-(dimethylamino)phenyl]thiophen-2-yl}methyl)-2,4-dihydro-3H-1,2,4-triazol-3-one hydrochloride Cl.NC/C(/CN1N=CN(C1=O)CC=1SC(=CC1)C1=CC(=CC=C1)N(C)C)=C\F